NC1=C2CN(C(C2=CC=C1CNC(=O)NC1=CC(=C(C=C1)C)Cl)=O)C1C(NC(CC1)=O)=O 1-((4-amino-2-(2,6-dioxopiperidin-3-yl)-1-oxoisoindolin-5-yl)methyl)-3-(3-chloro-4-methylphenyl)urea